(cis)-8-(1-(difluoromethyl)-1H-pyrazol-3-yl)-2-fluoro-N-(5-methoxy-6-(pyrimidin-2-yl)pyridin-3-yl)-8-methyl-7,8-dihydro-6H-cyclopenta[e]pyrazolo[1,5-a]pyrimidine-6-carboxamide FC(N1N=C(C=C1)[C@]1(C[C@H](C=2C=NC=3N(C21)N=C(C3)F)C(=O)NC=3C=NC(=C(C3)OC)C3=NC=CC=N3)C)F